3-(2-methoxyethyl)-2,2-dioxo-4,9-dihydro-1H-pyrrolo[3,2-h][2,1,3]benzothiadiazine-7-carbonitrile COCCN1S(NC2=C(C1)C=CC1=C2NC=C1C#N)(=O)=O